(S)-N-(4-(4-amino-(4-phenoxyphenyl)-1H-pyrazolo[3,4-d]pyrimidin-1-yl)cyclohexyl)-2-(dimethylamino)butanamide NC1=C2C(=NC=N1)N(N=C2C2=CC=C(C=C2)OC2=CC=CC=C2)C2CCC(CC2)NC([C@H](CC)N(C)C)=O